BrC=1C=C(C(=O)N[C@@H]2[C@H](CCCC2)O)C=CC1C 3-bromo-N-[(1S,2S)-2-hydroxycyclohexyl]-4-methylbenzamide